methyl-trisilane (9H-fluoren-9-yl)methyl-{(1S)-1-cyano-2-[(3S)-2-oxopiperidin-3-yl]ethyl}carbamate C1=CC=CC=2C3=CC=CC=C3C(C12)CN(C(O)=O)[C@@H](C[C@H]1C(NCCC1)=O)C#N.C[SiH2][SiH2][SiH3]